ClC1=CC(=C(C=C1)[C@@]1(OC2=C(O1)C=CC=C2C2CCN(CC2)CC=2N(C(=CN2)/C=C/C(=O)O)C[C@H]2S(CC2)(=O)=O)C)F (E)-3-(2-((4-((S)-2-(4-chloro-2-fluorophenyl)-2-methylbenzo[d][1,3]dioxol-4-yl)piperidin-1-yl)methyl)-1-(((S)-1,1-dioxidothietan-2-yl)methyl)-1H-imidazol-5-yl)acrylic acid